Cl.Cl.S(OC1=CC(=CC=C1)P(=O)(C)C)(=O)(=O)F 3-(dimethylphosphoryl)phenyl sulfurofluoridate dihydrochloride